1,3,7-trimethyl-1H-purine-2,6-dione CN1C(N(C=2N=CN(C2C1=O)C)C)=O